1-(3,4-dimethoxyphenyl)pyrazol-3-amine COC=1C=C(C=CC1OC)N1N=C(C=C1)N